FC(C(=O)O)(F)F.CC1=C(C(=O)N2CCC(CC2)C2=CC=C(C#N)C=C2)C=C(C(=C1)C)C1=NC2=C(C(NCC2)C)N1 4-(1-(2,4-dimethyl-5-(4-methyl-4,5,6,7-tetrahydro-3H-imidazo[4,5-c]pyridin-2-yl)benzoyl)piperidin-4-yl)benzonitrile trifluoroacetate